C(C)(C)(C)OC(=O)[C@@H]1N[C@H]([C@]([C@H]1C1=CC(=CC=C1)Cl)(C#N)C1=C(C=C(C(=C1)F)Cl)F)CC(C)(C)C (2R,3R,4R,5S)-4-(4-chloro-2,5-difluorophenyl)-3-(3-chlorophenyl)-4-cyano-5-neopentylpyrrolidine-2-carboxylic acid tert-butyl ester